4-((1S,3R)-3-hydroxycyclopentylamino)-2-((1r,4S)-4-(methoxymethyl)cyclohexylamino)pyrimidine-5-carboxamide O[C@H]1C[C@H](CC1)NC1=NC(=NC=C1C(=O)N)NC1CCC(CC1)COC